OC[C@H]1N([C@@H](CCC1)CO)C(=O)OC(C)(C)C |o1:2,4| tert-Butyl Rel-(2S,6S)-2,6-bis(hydroxymethyl)piperidine-1-carboxylate